ethyl (3S)-7-(6-amino-3-chloro-2-fluorophenyl)-8a-methyl-5-oxo-1,2,3,5,8,8a-hexahydroindolizine-3-carboxylate NC1=CC=C(C(=C1C1=CC(N2[C@@H](CCC2(C1)C)C(=O)OCC)=O)F)Cl